tert-Butyl 1-(3-{[(tert-butoxy)carbonyl]amino}propyl)-6-chloro-3-{3-[(6-fluoronaphthalen-1-yl)oxy]propyl}-7-(1,3,5-trimethyl-1H-pyrazol-4-yl)-1H-indole-2-carboxylate C(C)(C)(C)OC(=O)NCCCN1C(=C(C2=CC=C(C(=C12)C=1C(=NN(C1C)C)C)Cl)CCCOC1=CC=CC2=CC(=CC=C12)F)C(=O)OC(C)(C)C